7-{[(3S)-3-(morpholin-4-ylmethyl)-3,4-dihydroisoquinolin-2(1H)-yl]carbonyl}-3,4-dihydroisoquinolin-2(1H)-carboxylic acid phenyl ester C1(=CC=CC=C1)OC(=O)N1CC2=CC(=CC=C2CC1)C(=O)N1CC2=CC=CC=C2C[C@H]1CN1CCOCC1